5,7-diphenylpyrazolo[1,5-a]pyrimidine-2-carboxylic acid ethyl ester C(C)OC(=O)C1=NN2C(N=C(C=C2C2=CC=CC=C2)C2=CC=CC=C2)=C1